tert-butyl (E)-4-((tert-butylsulfinyl) imino)-2-chloro-4,6-dihydrospiro[cyclopenta[d]thiazole-5,4'-piperidine]-1'-carboxylate C(C)(C)(C)S(=O)\N=C/1\C=2N=C(SC2CC12CCN(CC2)C(=O)OC(C)(C)C)Cl